NCP(OC)(OC)=O aminotrismethylphosphonic acid